C(CCCC(CC(CCCC(C)C(=O)O)C(=O)O)C(=O)O)C(=O)O Dodecane-1,5,7,11-tetracarboxylic acid